ClC=1C=C(C=CC1CCOCCNC)NC(=O)NCC=1C=C2CN(C(C2=CC1)=O)C1C(N(C(CC1)=O)CN(S(=O)(=O)C1=C(C=C(C(=O)O)C=C1)[N+](=O)[O-])C)=O 4-[({3-[5-({[(3-chloro-4-{2-[2-(methylamino)ethoxy]ethyl}phenyl)carbamoyl]amino}methyl)-1-oxo-3H-isoindol-2-yl]-2,6-dioxopiperidin-1-yl}methyl)(methyl)sulfamoyl]-3-nitrobenzoic acid